FC(C1=NN(C=C1NC(C1=NC(=CC=C1)C1=NNC=C1)=O)C1CN(C1)C1CCN(CC1)C(CC)=O)F N-(3-(difluoromethyl)-1-(1-(1-propionylpiperidin-4-yl)azetidin-3-yl)-1H-pyrazol-4-yl)-6-(1H-pyrazol-3-yl)-2-picolinamide